(7R,14R)-1-ethynyl-11-(2-(1-hydroxycyclobutyl)pyrimidin-5-yl)-6-(methyl-d3)-6,7-dihydro-7,14-methanobenzo[f]benzo[4,5]imidazo[1,2-a][1,4]diazocin-5(14H)-one C(#C)C1=CC=CC=2C(N([C@H]3C=4N([C@@H](C21)C3)C3=C(N4)C=CC(=C3)C=3C=NC(=NC3)C3(CCC3)O)C([2H])([2H])[2H])=O